6,8-dihydroxy-1,3-pyrenedisulfonate OC1=C2C=CC3=C(C=C(C4=CC=C(C(=C1)O)C2=C43)S(=O)(=O)[O-])S(=O)(=O)[O-]